NC1=NNC2=CC=C(C(=C12)COC1=C(C=CC(=C1)F)Cl)NC(C1=CC(=CC(=C1)C(F)(F)F)F)=O N-(3-amino-4-((2-chloro-5-fluorophenoxy)methyl)-1H-indazol-5-yl)-3-fluoro-5-(trifluoromethyl)benzamide